C1(CC1)CN(C(OC(C)(C)C)=O)[C@H]1CN(CCC1)C=1C=NC(=CC1)C1(COC1)N1N=NC(=C1)C=1N=C2N(C(C1)=O)C=CC=C2 tert-butyl (R)-(cyclopropylmethyl)(1-(6-(3-(4-(4-oxo-4H-pyrido[1,2-a]pyrimidin-2-yl)-1H-1,2,3-triazol-1-yl)oxetan-3-yl)pyridin-3-yl)piperidin-3-yl)carbamate